methyl 2-bromo-4-chloronicotinate BrC1=C(C(=O)OC)C(=CC=N1)Cl